(2-chlorobenzyloxyimino)-4-methoxyphenylacetonitrile ClC1=C(CON=C(C#N)C2=CC=C(C=C2)OC)C=CC=C1